The molecule is an anilide obtained by formal condensation of the amino group of aniline with the carboxy group of 2-methyl-5,6-dihydro-1,4-oxathiine-3-carboxylic acid. A fungicide for control of bunts and smuts normally that is normally used as a seed treatment. It has a role as an EC 1.3.5.1 [succinate dehydrogenase (quinone)] inhibitor and an antifungal agrochemical. It is an anilide, an enamide, an oxacycle, an organosulfur heterocyclic compound, an anilide fungicide and a secondary carboxamide. CC1=C(SCCO1)C(=O)NC2=CC=CC=C2